C(CC=C)OC=1C=2N(C=C(N1)C=1C=C(C=NC1OC)\C=N\CC)C=CN2 (E)-1-(5-(8-(but-3-en-1-yloxy)imidazo[1,2-a]pyrazin-6-yl)-6-methoxypyridin-3-yl)-N-ethylmethanimine